C(C#CC)N1CC(C1)(F)COC(=O)N1[C@H]2CC(C[C@@H]1CC2)NC2=CC(=NC=1N2N=CC1C(C)C)C1CC1 (1R,3s,5S)-3-((5-cyclopropyl-3-isopropylpyrazolo[1,5-a]pyrimidin-7-yl)amino)-8-azabicyclo[3.2.1]octane-8-carboxylic acid (1-(but-2-ynyl)-3-fluoroazetidin-3-yl)methyl ester